N1-((3-(5-iodo-2-methoxyphenyl)-2,6-dioxotetrahydropyrimidine-1(2H)-yl)methyl)succinamide IC=1C=CC(=C(C1)N1C(N(C(CC1)=O)CNC(CCC(=O)N)=O)=O)OC